(1R,6S)-2-oxa-5-azabicyclo[4.1.0]heptane-5-carboxylate [C@@H]12OCCN([C@H]2C1)C(=O)[O-]